N-[3-hydroxy-5-[(R)-hydroxy(phenyl)methyl]phenyl]-N-methylprop-2-enamide OC=1C=C(C=C(C1)[C@@H](C1=CC=CC=C1)O)N(C(C=C)=O)C